tert-butyl (R)-4-((1-(tert-butoxycarbonyl)piperidin-3-yl)amino)-3-(3-methoxypropanoyl)-1H-pyrrolo[2,3-b]pyridine-1-carboxylate C(C)(C)(C)OC(=O)N1C[C@@H](CCC1)NC1=C2C(=NC=C1)N(C=C2C(CCOC)=O)C(=O)OC(C)(C)C